CN1CCN(CC1)CCNC1=CC(=CC(=C1)N1CCOCC1)NC1=CC=NC=C1 N-(2-(4-methylpiperazin-1-yl)ethyl)-5-morpholinyl-N3-pyridin-4-ylbenzene-1,3-diamine